CC1=NN(C(=N1)C)C=1C=C(C(=NC1)C1=NC=2N(C=C1)N=C(N2)C(F)(F)F)S(=O)(=O)CC 5-(5-(3,5-dimethyl-1H-1,2,4-triazol-1-yl)-3-(ethylsulfonyl)pyridin-2-yl)-2-(trifluoromethyl)-[1,2,4]triazolo[1,5-a]pyrimidine